N-[(4-acetamidophenyl)methyl]-N'-(2-pyridylmethyl)-N-(6,7,8,9-tetrahydro-5H-cyclohepta[b]pyridin-9-yl)-1,4-xylylenediamine C(C)(=O)NC1=CC=C(C=C1)CN(CC1=CC=C(C=C1)CNCC1=NC=CC=C1)C1CCCCC=2C1=NC=CC2